5-((2-chlorophenyl)thio)-8-heptylimidazo[1,2-a]pyrazine ClC1=C(C=CC=C1)SC1=CN=C(C=2N1C=CN2)CCCCCCC